2-chloro-5-(1-hydroxyethyl)benzene-1-sulfonamide ClC1=C(C=C(C=C1)C(C)O)S(=O)(=O)N